8-bromo-6-(2,6-dichlorophenyl)-2-[[1-(3-piperidyl)pyrazol-4-yl]amino]pyrido[4,3-d]pyrimidin-5-one BrC1=CN(C(C2=C1N=C(N=C2)NC=2C=NN(C2)C2CNCCC2)=O)C2=C(C=CC=C2Cl)Cl